4-Bromo-5-fluoro-2-morpholin-4-ylbenzoic acid BrC1=CC(=C(C(=O)O)C=C1F)N1CCOCC1